OCC1(CN(CCC1)C(=O)OCC1=CC=CC=C1)C(=O)OC 1-benzyl 3-methyl 3-(hydroxymethyl)piperidine-1,3-dicarboxylate